FC(C(=O)N[C@@H]1[C@H](CNCC1)C)(CC1=CC=CC=C1)F 2,2-difluoro-N-((3s,4s)-3-methylpiperidin-4-yl)-3-phenylpropionamide